2-(3,5-diphenyl-4-(4-sulfamoylbenzyl)-1H-pyrazol-1-yl)thiazole-4-carboxylic acid C1(=CC=CC=C1)C1=NN(C(=C1CC1=CC=C(C=C1)S(N)(=O)=O)C1=CC=CC=C1)C=1SC=C(N1)C(=O)O